NC1=C(C(=C(C=N1)[S-])Cl)Cl.[Na+] sodium 6-amino-4,5-dichloropyridin-3-thiolate